6-(2-chloro-3-fluoro-4-nitrophenoxy)-3-methyl-3H-imidazo[4,5-b]pyridine ClC1=C(OC=2C=C3C(=NC2)N(C=N3)C)C=CC(=C1F)[N+](=O)[O-]